COC1=C(C(=CC(=C1)C)C)C1=CC=C2C(=CC(=NC2=N1)C1CN(CCC1)C)C(=O)OC methyl 7-(2-methoxy-4,6-dimethyl-phenyl)-2-(1-methyl-3-piperidyl)-1,8-naphthyridine-4-carboxylate